methyl 2-[[4-[2-[(4-chloro-2-fluoro-phenyl)methoxy]pyrimidin-4-yl]-3-fluoro-phenyl]methyl]-3-[[1-(cyanomethyl)cyclopropyl]methyl]benzimidazole-5-carboxylate ClC1=CC(=C(C=C1)COC1=NC=CC(=N1)C1=C(C=C(C=C1)CC=1N(C2=C(N1)C=CC(=C2)C(=O)OC)CC2(CC2)CC#N)F)F